FC1([C@H](C1)N1C=C(C(=CC1=O)NC1[C@@H]2CN(C[C@H]12)C)C(=O)N[C@H](C)C1=C(C(=CC=C1)C(F)(F)F)F)F 1-((S)-2,2-difluorocyclopropyl)-N-((R)-1-(2-fluoro-3-(trifluoromethyl)phenyl)ethyl)-4-(((1R,5S,6S)-3-methyl-3-azabicyclo[3.1.0]hex-6-yl)amino)-6-oxo-1,6-dihydropyridine-3-carboxamide